tert-butyl 3-(6,8-difluoro-2-(((2S,7aR)-2-fluoro-6-methylenetetrahydro-1H-pyrrolizin-7a(5H)-yl)methoxy)-5-methoxyquinazolin-4-yl)-3,8-diazabicyclo[3.2.1]octane-8-carboxylate FC=1C(=C2C(=NC(=NC2=C(C1)F)OC[C@@]12CC(CN2C[C@H](C1)F)=C)N1CC2CCC(C1)N2C(=O)OC(C)(C)C)OC